(methyl methacrylate)-(glycidyl methacrylate) C(C1CO1)C=C(C(=O)O)C.CC=C(C(=O)O)C